COC=1C=C(C=C(C1)OC)NC(C(C)(C)C)=O N-(3,5-dimethoxyphenyl)pivalamide